FC(C(=O)O)(F)F.C(C)C=1C=C(C=CC1OC1=CC=NC=2N=CC(NC21)=O)N2C(N(CC2=O)C=2C=NC=C(C2)C(F)(F)F)=O 3-{3-ethyl-4-[(2-oxo-1,2-dihydropyrido[2,3-b]pyrazin-8-yl)oxy]phenyl}-1-[5-(trifluoromethyl)-3-pyridinyl]-2,4-imidazolidinedione trifluoroacetate